Cl.N1=CN=C(C2=C1NC=C2)N2CCSC(=C2)C(=O)N2[C@H]([C@@H](CCC2)N)C (4-(7H-pyrrolo[2,3-d]pyrimidin-4-yl)-3,4-dihydro-2H-1,4-thiazin-6-yl)((2S,3R)-3-amino-2-methylpiperidin-1-yl)methanone hydrochloride